(R)-(5-(7-fluoro-6-(2-methylmorpholino)-1H-benzo[d]imidazol-2-yl)-1H-pyrrol-3-yl)(2-(trifluoromethyl)phenyl)methanone FC1=C(C=CC2=C1NC(=N2)C2=CC(=CN2)C(=O)C2=C(C=CC=C2)C(F)(F)F)N2C[C@H](OCC2)C